FC1=C(C(C(C1(F)F)(F)F)(F)F)C(F)(F)F perfluoro(1-methylcyclopentene)